3-(2-Chloro-6-methyl-4-pyridyl)-2-(3-cyanophenyl)-N-[(1S)-2-hydroxy-1,2-dimethyl-propyl]pyrazolo[1,5-a]pyrimidine-5-carboxamide ClC1=NC(=CC(=C1)C=1C(=NN2C1N=C(C=C2)C(=O)N[C@H](C(C)(C)O)C)C2=CC(=CC=C2)C#N)C